5-(2-bromo-4-fluorophenyl)-4-((1-ethyl-1H-pyrazol-4-yl)methyl)-2-methyloxazole BrC1=C(C=CC(=C1)F)C1=C(N=C(O1)C)CC=1C=NN(C1)CC